tert-butyl 3-(5-carbamoyl-6-(4-phenoxyphenyl)pyridin-2-yl)-2H-pyrrole-1(5H)-carboxylate C(N)(=O)C=1C=CC(=NC1C1=CC=C(C=C1)OC1=CC=CC=C1)C=1CN(CC1)C(=O)OC(C)(C)C